NC=1C=C(C=CC1)S(=O)(=O)NC=1N=C(C2=C(N1)N(C=C2)C2=CC=CC=C2)C2=CC=CC=C2 3-amino-N-(4,7-diphenylpyrrolo[2,3-d]pyrimidin-2-yl)benzenesulfonamide